Cl.C1(NCCC12CCNCC2)=O 2,8-diazaspiro[4.5]decan-1-one HCl